ClC1=NC(=NC(=N1)NCC)NCC 2-chloro-4,6-bis(ethylamino)-1,3,5-triazine